N-(3-(3,3-dimethyl-1-(4-methyl-4H-1,2,4-triazol-3-yl)cyclobutyl)phenyl)-5-((isopentylamino)methyl)-2-oxo-1-(2,2,2-trifluoroethyl)-1,2-dihydropyridine-3-carboxamide CC1(CC(C1)(C1=NN=CN1C)C=1C=C(C=CC1)NC(=O)C=1C(N(C=C(C1)CNCCC(C)C)CC(F)(F)F)=O)C